2-(3-Aminoindeno[1,2-c]pyrazol-2(4H)-yl)acetic acid NC1=C2C(=NN1CC(=O)O)C1=CC=CC=C1C2